cis-3-((5-fluoro-4-(3-(2-oxopyridin-1(2H)-yl)phenyl)pyrimidin-2-yl)amino)cyclohexane-1-carboxylic acid FC=1C(=NC(=NC1)N[C@H]1C[C@H](CCC1)C(=O)O)C1=CC(=CC=C1)N1C(C=CC=C1)=O